Tert-butyl-(S)-1-(4-((3-hydroxy-1-methoxy-1-oxopropan-2-yl)carbamoyl)thiazol-2-yl)piperidine C(C)(C)(C)[C@H]1N(CCCC1)C=1SC=C(N1)C(NC(C(=O)OC)CO)=O